N-(2,5-dibromopyridin-3-yl)-N-(methylsulfonyl)methanesulfonamide BrC1=NC=C(C=C1N(S(=O)(=O)C)S(=O)(=O)C)Br